C[C@H]1CN([C@@]12CN(CC2)C=2C1=C(N=CN2)NC=C1)C(CC#N)=O 3-((3S,4R)-3-methyl-6-(7H-pyrrolo[2,3-d]pyrimidin-4-yl)-1,6-diazaspiro[3.4]Oct-1-yl)-3-oxopropionitrile